(4,7-dichloro-6-(4-(4-(hydroxymethyl)piperidin-1-yl)phenyl)-2H-indazol-2-yl)-2-((R)-6-fluoro-6,7-dihydro-5H-pyrrolo[1,2-c]imidazol-1-yl)acetic acid ethyl ester C(C)OC(C(C1=C2N(C=N1)C[C@@H](C2)F)N2N=C1C(=C(C=C(C1=C2)Cl)C2=CC=C(C=C2)N2CCC(CC2)CO)Cl)=O